P(O)(=S)(S)O[C@H]1[C@H]([C@@H](O[C@@H]1CO)N1C=NC=2C(N)=NC=NC12)OC 2'-O-methyladenosine-3'-phosphorodithioate